Tert-butyl (cyclobutylmethyl)((2-(1-(5-(pyrrolidin-1-yl)nicotinamido)ethyl)imidazo[1,2-a]pyridin-6-yl)methyl)carbamate C1(CCC1)CN(C(OC(C)(C)C)=O)CC=1C=CC=2N(C1)C=C(N2)C(C)NC(C2=CN=CC(=C2)N2CCCC2)=O